C(C)OC1=CC2=C(N=C(S2)C2=C3N=CC(=NC3=CC(=C2)C)OC)C(=C1F)F 6-ethoxy-4,5-difluoro-2-(2-methoxy-7-methylquinoxalin-5-yl)benzo[d]Thiazole